C(C)(C)(C)C1=CC(=NN1[C@H]1COCC1)NC=1N(C=2C(=NC=C(C2Cl)OC=2C=NN3C2C=NC=C3)N1)C (R)-N-(5-(tert-butyl)-1-(tetrahydrofuran-3-yl)-1H-pyrazol-3-yl)-7-chloro-1-methyl-6-(pyrazolo[1,5-a]pyrazin-3-yloxy)-1H-imidazo[4,5-b]pyridin-2-amine